O1N=CC=C1 Isooxazol